OCC1=CC=C2CCC(NC2=C1)=O 7-(hydroxymethyl)-3,4-dihydroquinolin-2(1H)-one